CC1=C(C=C2C=CC=NC2=C1)NC1=NC2=C3N(C(N(C3=N1)C1[C@H](OCCC1)C(C)O)=O)CCC2 (S)-2-((7-methyl-quinolin-6-yl)amino)-4-(1-hydroxyethyl-tetrahydropyran-3-yl)-8,9-dihydro-7H-pyrido[1,2,3-gh]purin-5(4H)-one